COC([C@H](CCCBr)N(C(=O)OC(C)(C)C)C(=O)OC(C)(C)C)=O (2S)-2-[bis(t-butoxycarbonyl)amino]-5-bromo-pentanoic acid methyl ester